5-[6-(4-ethylphenoxy)-3-pyridyl]hexahydropyrimidine-2,4,6-trione C(C)C1=CC=C(OC2=CC=C(C=N2)C2C(NC(NC2=O)=O)=O)C=C1